5-Phenyl-5H-dibenzo[b,d]thiophen-5-ium 2-hydroxy-4-((2,4,6-triiodophenoxy)carbonyl)benzenesulfonate OC1=C(C=CC(=C1)C(=O)OC1=C(C=C(C=C1I)I)I)S(=O)(=O)[O-].C1(=CC=CC=C1)[S+]1C2=C(C3=C1C=CC=C3)C=CC=C2